[Si](C)(C)(C(C)(C)C)O[C@@H]1[C@H](CC(C1)(C)C)C(=O)OC methyl (1S,2S)-2-((tert-butyldimethylsilyl)oxy)-4,4-dimethylcyclopentane-1-carboxylate